7-[4-(4-benzo[b]thiophen-4-yl-piperazin-1-yl)butoxy]-1H-quinoline S1C2=C(C=C1)C(=CC=C2)N2CCN(CC2)CCCCOC2=CC=C1C=CCNC1=C2